5,6-diiodo-1,10-phenanthroline IC1=C2C=CC=NC2=C2N=CC=CC2=C1I